ethyl 5-((tert-butoxycarbonyl)(methyl)amino)-3-oxopentanoate C(C)(C)(C)OC(=O)N(CCC(CC(=O)OCC)=O)C